C(C)(C)(C)N1CC=C(C=C1)NC(CC1=C(C(=CC=C1)O)Cl)=O N-tert.-Butyl-4-[[2-(2-chloro-3-hydroxyphenyl)acetyl]amino]pyridin